(1-(7H-pyrrolo[2,3-d]pyrimidin-4-yl)piperidin-4-yl)-N-((2,3,5,6-tetrafluorophenyl)sulfonyl)acetamide N1=CN=C(C2=C1NC=C2)N2CCC(CC2)CC(=O)NS(=O)(=O)C2=C(C(=CC(=C2F)F)F)F